[Si](C)(C)(C(C)(C)C)OC\C=C/COC1=C(C(=CC=C1)F)C=C 4-[(Z)-4-(tert-butyldimethylsilyloxy)-2-butenyloxy]-2-fluoro-3-vinylbenzene